ClC1=C(C=C(OC2=C(C=C(COC3=NC(N(C(=C3)C=3C=NC=CC3)C)=O)C=C2)F)C=C1)C(F)(F)F 4-((4-(4-chloro-3-(trifluoromethyl)phenoxy)-3-fluorobenzyl)oxy)-1-methyl-6-(pyridin-3-yl)pyrimidin-2(1H)-one